1-(2,2-difluoropropyl)-3-methyl-4-(4,4,5,5-tetramethyl-1,3,2-dioxaborolan-2-yl)pyrazole FC(CN1N=C(C(=C1)B1OC(C(O1)(C)C)(C)C)C)(C)F